8-((4-(2-fluoro-6-(methylcarbamoyl)pyridin-3-yl)piperazin-1-yl)methyl)-2-methyl-10-fluoroimidazo[1,2-c]quinazolin-5(6H)-one FC1=NC(=CC=C1N1CCN(CC1)CC=1C=C(C=2C=3N(C(NC2C1)=O)C=C(N3)C)F)C(NC)=O